NC1=C(C=C(C(=O)NC2=CC3=CN(N=C3C=C2N2CCOCC2)CCC(C)(C)O)C=C1)[N+](=O)[O-] 4-amino-N-(2-(3-hydroxy-3-methylbutyl)-6-morpholino-2H-indazol-5-yl)-3-nitrobenzamide